FC(S(=O)(=O)OC1=C(C(N(C(=C1)C)C1=C(C(=NC=C1C)Br)F)=O)Cl)(F)F 2'-bromo-3-chloro-3'-fluoro-5',6-dimethyl-2-oxo-2H-[1,4'-bipyridin]-4-yl trifluoromethanesulfonate